4-(1-(3-nitro-1H-pyrazol-1-yl)propyl)pyridine [N+](=O)([O-])C1=NN(C=C1)C(CC)C1=CC=NC=C1